NC(CC=1CCN(CC1)C(=O)[O-])C(=O)OCC 4-(2-amino-3-ethoxy-3-oxopropyl)-3,6-dihydropyridine-1(2H)-carboxylate